COCCNC(=O)C=1C=CC2=C(N=C(O2)NC=2OC3=C(N2)C=C(C=C3)C(=O)OC)C1 methyl 2-((5-((2-methoxyethyl)carbamoyl)benzo[d]oxazol-2-yl)amino)benzo[d]oxazole-5-carboxylate